C(C)(C)(C)OC(=O)N1CCC(=CC1)C=1C=C2CN(C(C2=CC1)=O)C1C(NC(CC1)=O)=O tert-butyl-4-(2-(2,6-dioxopiperidin-3-yl)-1-oxoisoindolin-5-yl)-3,6-dihydropyridine-1(2H)-carboxylate